N1C(=NC2=C1C=CC=C2)CNC2=NC(=NC=1N2N=CC1Br)N1CC2(CC2)[C@H](C1)NC(OC(C)(C)C)=O Tert-butyl [(7R)-5-(4-{[(1H-benzimidazol-2-yl)methyl]amino}-8-bromopyrazolo[1,5-a][1,3,5]triazin-2-yl)-5-azaspiro[2.4]heptan-7-yl]carbamate